methyl methacrylate gold [Au].C(C(=C)C)(=O)OC